1,1,1,3,3,3-Hexafluoropropan-2-yl 2-(4-chloro-2-methoxybenzyl)-3,3-dimethyl-2,8-diazaspiro[4.5]decane-8-carboxylate ClC1=CC(=C(CN2CC3(CC2(C)C)CCN(CC3)C(=O)OC(C(F)(F)F)C(F)(F)F)C=C1)OC